OCC=1C=C(C=CC1)C=1C(=CNC(C1)=O)C(=O)N(C)C 4-(3-(hydroxymethyl)phenyl)-N,N-dimethyl-6-oxo-1,6-dihydropyridin-3-carboxamid